OC(=O)C(F)(F)F.[C@H]12CNC[C@@H]2C1C1=NOC2(CCC2)C1 7-[(1R,5S,6r)-3-azabicyclo[3.1.0]hex-6-yl]-5-oxa-6-azaspiro[3.4]oct-6-ene TFA Salt